ClC1=C(C=CC=C1C1=NC=CC(=C1Cl)C1=NC(=C(C=C1)C=O)OC)NC(=O)C=1N(C2=C(CN(CC2)C(=O)OC(C)(C)C)N1)C tert-butyl 2-((2-chloro-3-(3'-chloro-5-formyl-6-methoxy-[2,4'-bipyridin]-2'-yl)phenyl)carbamoyl)-1-methyl-1,4,6,7-tetrahydro-5H-imidazo[4,5-c]pyridine-5-carboxylate